OC1=C(C=CC=C1)C=CC=O 3-(2-hydroxyphenyl)prop-2-en-1-one